palladium [2',6'-bis(propan-2-yloxy)biphenyl-2-yl](dicyclohexyl)phosphane CC(C)OC1=C(C(=CC=C1)OC(C)C)C1=C(C=CC=C1)P(C1CCCCC1)C1CCCCC1.[Pd]